tetracalcium phosphate P(=O)([O-])([O-])[O-].[Ca+2].[Ca+2].[Ca+2].[Ca+2]